trinickel boride [B].[Ni].[Ni].[Ni]